C[C@@H]1CN(C[C@@H](N1)C)C1=CC=C(N=N1)C1=NC=C(C=C1O)C=1C=CC=2N(C1)N=C(N2)C 2-{6-[(3R,5S)-3,5-dimethylpiperazin-1-yl]pyridazin-3-yl}-5-(2-methyl[1,2,4]triazolo[1,5-a]pyridin-6-yl)pyridin-3-ol